Isopropyl ((R)-((4-(8-(1,3,4-oxadiazol-2-yl)-2-(perfluoroethyl)imidazo[1,2-a][1,8]naphthyridin-4-yl)benzyl)oxy)(phenoxy)phosphoryl)-L-alaninate O1C(=NN=C1)C=1N=C2N(C=3N=C(C=C(C3C=C2)C2=CC=C(CO[P@@](=O)(OC3=CC=CC=C3)N[C@@H](C)C(=O)OC(C)C)C=C2)C(C(F)(F)F)(F)F)C1